N-(2-cyano-5-methylpyridin-4-yl)-N'-(4-(1-methoxyethyl)-6-methyl-1,5-naphthyridin-3-yl)urea C(#N)C1=NC=C(C(=C1)NC(=O)NC=1C=NC2=CC=C(N=C2C1C(C)OC)C)C